[Cl-].[Cl-].ClCC=1C=C(C=C(C1)CCl)C(=[Zr+2](C1=C(C(=CC=2C3=CC(=C(C=C3CC12)C1=CC=CC=C1)C(C)(C)C)C(C)(C)C)C1=CC=CC=C1)C1C=CC=C1)C1=CC(=CC(=C1)CCl)CCl di-(3,5-dichloromethyl-phenyl)methylene(cyclopentadienyl)(2,7-diphenyl-3,6-di-tert-butylfluorenyl)zirconium dichloride